methyl 4-(3-fluoro-2-(2-fluoropropan-2-yl) phenyl)-2-methyl-5-oxo-1,4,5,7-tetrahydrofuro[3,4-b]pyridine-3-carboxylate FC=1C(=C(C=CC1)C1C2=C(NC(=C1C(=O)OC)C)COC2=O)C(C)(C)F